ethyl-5-(trifluoromethyl)pyridin-2-amine C(C)C=1C(=NC=C(C1)C(F)(F)F)N